5-(2-((methylamino)methyl)phenyl)thiophen CNCC1=C(C=CC=C1)C1=CC=CS1